FC(N1N=C(C=C1)C1=C(C#N)C=CC(=N1)C1=CC=C(C=C1)F)F 2-(1-(difluoromethyl)-1H-pyrazol-3-yl)-6-(4-fluorophenyl)nicotinonitrile